C(#N)\C(=C/C1=C(N(C(=C1)C)C=1SC(=C(C1C#N)C)C)C)\C=1NC=2C(=NC=CC2OC)N1 (E)-2-(3-(2-cyano-2-(7-methoxy-1H-imidazo[4,5-b]pyridin-2-yl)ethenyl)-2,5-Dimethyl-1H-pyrrol-1-yl)-4,5-dimethylthiophene-3-carbonitrile